C1(CC1)C1=C(C2=C(C=N1)N=C(N2COCC[Si](C)(C)C)C2=CC(=CN2COCC[Si](C)(C)C)C(=O)C2=C(C=CC=C2)C(F)(F)F)F (5-(6-cyclopropyl-7-fluoro-1-((2-(trimethylsilyl)ethoxy)methyl)-1H-imidazo[4,5-c]pyridin-2-yl)-1-((2-(trimethylsilyl)ethoxy)methyl)-1H-pyrrol-3-yl)(2-(trifluoromethyl)phenyl)methanone